C(=C)OCC(F)(F)F 2,2,2-trifluoroethyl vinyl ether